Acetic acid N-[(S)-1-(3-trifluoromethylphenyl)ethyl] amide FC(C=1C=C(C=CC1)[C@H](C)NC(C)=O)(F)F